NC1CN(CCC1)C1C(CC(C1)C1=CC=C(C=C1)F)OC1=NC=C(C=N1)C#N 2-[2-(3-amino-1-piperidinyl)-4-(4-fluorophenyl)cyclopentyloxy]pyrimidine-5-carbonitrile